C(C=C)N(C1=NC(=CC(=N1)N)C)CC1=CC=C(C=C1)OC N2-allyl-N2-(4-methoxybenzyl)-6-methylpyrimidine-2,4-diamine